6-[3-(2-fluoro-3-pyridyl)-7,8-dihydro-5H-1,6-naphthyridin-6-yl]-4,5-dimethyl-pyridazine FC1=NC=CC=C1C=1C=NC=2CCN(CC2C1)C1=C(C(=CN=N1)C)C